N-(3-((1R,3S)-3-((4-cyclopropylpyridin-3-yl)oxy)cyclopentyl)-1H-pyrazol-5-yl)-2-(3-methylisoxazol-5-yl)acetamide C1(CC1)C1=C(C=NC=C1)O[C@@H]1C[C@@H](CC1)C1=NNC(=C1)NC(CC1=CC(=NO1)C)=O